ClC=1C=CC(=C2C=CNC12)C1=C(C=C2NC(C=3N(C2=C1F)C(=NN3)C)(C)C)F 8-(7-Chloro-1H-indol-4-yl)-7,9-difluoro-1,4,4-trimethyl-5H-[1,2,4]triazolo[4,3-a]quinoxaline